3-Amino-5-chloro-4-(7-fluoro-1H-indazol-4-yl)-8-methyl-1H-1,7-naphthyridin-2-one NC=1C(NC2=C(N=CC(=C2C1C1=C2C=NNC2=C(C=C1)F)Cl)C)=O